COC/1=CC(=N\C1=C/C1=C(C(=C(N1)C)CCC(=O)OCCCCCCCC)C)C=1NC=CC1 Octyl (Z)-3-(5-((4'-methoxy-1H,5'H-[2,2'-bipyrrol]-5'-ylidene)methyl)-2,4-dimethyl-1H-pyrrol-3-yl)propanoate